C(#N)N1C[C@H](CC1)CNC(=O)C=1SC=C(N1)C1=CC=CC=C1 (R)-N-((1-Cyanopyrrolidin-3-yl)methyl)-4-phenylthiazol-2-carboxamid